C(C1=CC=CC=C1)OC(=O)N1[C@H](CN(CC1)C=1C2=C(N=C(N1)Cl)C(=CN2C)CC2=CC(=CC1=CC=CC=C21)OC(C(C)(C)C)=O)CC#N (S)-4-(2-chloro-5-methyl-7-((3-(pivaloyloxy)naphthalen-1-yl)methyl)-5H-pyrrolo[3,2-d]Pyrimidin-4-yl)-2-(cyanomethyl)piperazine-1-carboxylic acid benzyl ester